N-(1-carboxyethyl)-6-(hydroxymethyl)pyridinium-3-ol C(=O)(O)C(C)[N+]1=CC(=CC=C1CO)O